C[N+]1(CCN(CC1)C(=O)C=1C(=CC2=C(N=C(S2)CNC(=O)C2(CC3=CC(=C(C=C3C2)F)F)CC(=O)[O-])C1)OC)C 2-[2-[[5-(4,4-dimethylpiperazin-4-ium-1-carbonyl)-6-methoxy-1,3-benzothiazol-2-yl]methylcarbamoyl]-5,6-difluoro-indan-2-yl]acetate